N1N=NC=C1C1C2CN(CC12)C(=O)OC(C)(C)C tert-butyl 6-(1H-1,2,3-triazol-5-yl)-3-azabicyclo[3.1.0]hexane-3-carboxylate